Cl.CC12CC3CC(CC(C1)C3)C2 methyladamantane hydrochloride